nicotine tartrate C(=O)(O)C(O)C(O)C(=O)O.N1=CC=CC(=C1)C1N(C)CCC1